NC1=NC(=CC(=C1)C1=NNC2=NC(=CN=C21)N2CCC(CC2)(N)C)Cl 1-(3-(2-amino-6-chloropyridin-4-yl)-1H-pyrazolo[3,4-b]pyrazin-6-yl)-4-methylpiperidin-4-amine